3-((4-(hexadecyloxy)phenyl)sulfonyl)-6-(methylthio)quinoline C(CCCCCCCCCCCCCCC)OC1=CC=C(C=C1)S(=O)(=O)C=1C=NC2=CC=C(C=C2C1)SC